Triethylammonio 3-[(5-hydroxy-2-methyl-phenyl)amino]propanesulfonate OC=1C=CC(=C(C1)NCCCS(=O)(=O)O[N+](CC)(CC)CC)C